C(C)C1=C(C(=CC=C1)F)N1N=C2C(=CC1=O)NN=C2C2=CC=C(C=C2)N2CCN(CC2)CC(C)(C)O 5-(2-Ethyl-6-fluorophenyl)-3-(4-(4-(2-hydroxyl-2-methylpropyl)piperazin-1-yl)phenyl)-1H-pyrazolo[4,3-c]pyridazin-6(5H)-on